5-{2-[1-(6-methyl pyridin-2-yl) pyrazol-4-yl]acetamido}pyrazole-1-carboxylate CC1=CC=CC(=N1)N1N=CC(=C1)CC(=O)NC1=CC=NN1C(=O)[O-]